(z)-Methyl-N-tetrahydropyran-4-ylidene-propane-2-sulfinamide CCC(C)S(=O)N=C1CCOCC1